ClC1=C(C=CC=C1)S(=O)(=O)NC1=C(C(=C(C=C1)OC1=NC=CC=C1C1=NC(=NC=C1)N[C@@H]1CNCCC1)C)C (S)-2-Chloro-N-(2,3-dimethyl-4-((3-(2-(piperidin-3-ylamino)pyrimidin-4-yl)pyridin-2-yl)oxy)phenyl)benzenesulfonamide